N1N=CC=2CN(CCCC21)C(=O)OC(C)(C)C tert-butyl 4,6,7,8-tetrahydro-1H-pyrazolo[4,3-c]azepine-5-carboxylate